Cl.Cl.F\C(=C/CN)\CS(=O)(=O)C=1C=CC=C2C=CC=NC12 (Z)-3-fluoro-4-(quinolin-8-ylsulfonyl)but-2-en-1-amine dihydrochloride